9-amino-2-cyclopropyl-7-fluoro-1,2,3,4-tetrahydro-1,4-benzodiazepin-5-one NC1=CC(=CC=2C(NCC(NC21)C2CC2)=O)F